CC1(C2CCC1(C(=O)C2)CS(=O)(=O)Cl)C (+)-10-camphorsulfonyl chloride